1-((Z)-2-cyano-4,4-dimethylpent-2-enoyl)-4-(m-tolyl)tetrahydropyrrole-3-carboxylic acid C(#N)/C(/C(=O)N1CC(C(C1)C=1C=C(C=CC1)C)C(=O)O)=C/C(C)(C)C